C(C1=CC=CC=C1)(C1=CC=CC=C1)N1C[C@H](N(CC1)CC=1C=C2C(N(C(C2=CC1)=O)N1C(NC(CC1)=O)=O)=O)C (R)-5-((4-benzhydryl-2-methylpiperazin-1-yl)methyl)-2-(2,4-dioxotetrahydropyrimidin-1(2H)-yl)isoindoline-1,3-dione